(2-PIPERIDIN-1-YLPYRIMIDIN-5-YL)BORONIC ACID N1(CCCCC1)C1=NC=C(C=N1)B(O)O